ClC1=C(C=C(C=C1)F)CC(=O)NC1=CC(=C(C=C1)COC=1C=NN(C1)C(F)F)S(N)(=O)=O 2-(2-Chloro-5-fluorophenyl)-N-(4-(((1-(difluoromethyl)-1H-pyrazol-4-yl)oxy)methyl)-3-Sulfamoylphenyl)acetamide